5,5-difluoro-1-oxa-7-azaspiro[3.5]nonane trifluoroacetate FC(C(=O)O)(F)F.FC1(C2(CCO2)CCNC1)F